6-(4-[2-[(2S,5S)-5-[(2S)-1-[6-oxo-5-(trifluoromethyl)-1,6-dihydropyridazin-4-yl]pyrrolidin-2-yl]oxolan-2-yl]acetyl]piperazin-1-yl)pyridine-3-carbonitrile O=C1C(=C(C=NN1)N1[C@@H](CCC1)[C@@H]1CC[C@H](O1)CC(=O)N1CCN(CC1)C1=CC=C(C=N1)C#N)C(F)(F)F